NC1=C(C(=NN1C(C)(C)C)C1=CC=C(C=C1)CC(NC1=CC(=NO1)C12CCC(CC1)(C2)C(F)(F)F)=O)C(=O)N 5-Amino-1-tert-butyl-3-[4-[([3-[4-(trifluoromethyl)bicyclo[2.2.1]heptan-1-yl]-1,2-oxazol-5-yl]carbamoyl)methyl]phenyl]pyrazole-4-carboxamide